OC(CCNC1=NC=2N(C=C1)N=CC2C(=O)OCC)(C)C 1-Ethyl 5-[(3-hydroxy-3-methyl-butyl)amino]pyrazolo[1,5-a]pyrimidine-3-carboxylate